FC1(CCN(CCC1)C1=C(C(=O)NC2=CC(=CC=C2)S(=O)(=N)C)C(=C(C=N1)C=1C=NN(C1)C)C)F 2-(4,4-difluoroazepan-1-yl)-4-methyl-5-(1-methyl-1H-pyrazol-4-yl)-N-(3-(S-methylsulfonimidoyl)phenyl)nicotinamide